N-[2-[3-[(4R)-2-Oxooxazolidin-4-yl]propanoyl]-2-azaspiro[3.3]heptan-6-yl]-3-(trifluoromethyl)benzene-sulfonamide O=C1OC[C@H](N1)CCC(=O)N1CC2(C1)CC(C2)NS(=O)(=O)C2=CC(=CC=C2)C(F)(F)F